3,5-di(3-ethyl-4-aminophenoxy)aniline C(C)C=1C=C(OC=2C=C(N)C=C(C2)OC2=CC(=C(C=C2)N)CC)C=CC1N